farnesyl-naphthol C(C=C(C)CCC=C(C)CCC=C(C)C)C1=C(C2=CC=CC=C2C=C1)O